N1C(=NC=C1)C1=C(OCC=2C=C(C#N)C=CC2)C=C(C=C1)OCC1=C(C(=CC=C1)C1=CC=CC=C1)C 3-[[2-(1H-Imidazol-2-yl)-5-[(2-methyl-3-phenyl-phenyl)methoxy]phenoxy]methyl]benzonitrile